2-(((2-((5-fluoro-1-methyl-1H-benzo[d]imidazol-2-yl)amino)benzo[d]oxazol-5-yl)methyl)(methyl)amino)ethan-1-ol FC1=CC2=C(N(C(=N2)NC=2OC3=C(N2)C=C(C=C3)CN(CCO)C)C)C=C1